FC=1C(=CC=C2C(CCOC12)NC(C=C)=O)OC1=CC=C(C=C1)F N-{8-fluoro-7-(4-fluorophenoxy)chroman-4-yl}acrylamide